C(C)(C)N1N=C(C2=NC(=CC(=C21)NCC=2C=NN(C2)C)C2=C(C=NC=C2)OC)C 1-isopropyl-5-(3-methoxy-4-pyridinyl)-3-methyl-N-[(1-methylpyrazol-4-yl)methyl]pyrazolo[4,3-b]pyridin-7-amine